IC1=CC=C(C(=S)N2CCCCC2)C=C1 N-(4-iodo-thiobenzoyl)piperidine